ClC1=CC(=C(C=C1)C(C(=O)NCC=1C=C2CN(C(C2=CC1)=O)C1C(NC(CC1)=O)=O)(F)F)C(F)(F)F 2-(4-chloro-2-(trifluoromethyl)phenyl)-N-((2-(2,6-dioxopiperidin-3-yl)-1-oxoisoindolin-5-yl)methyl)-2,2-difluoroacetamide